tert-butyl 3-(6-bromopyridin-2-yl)-3-fluoroazetidine-1-carboxylate BrC1=CC=CC(=N1)C1(CN(C1)C(=O)OC(C)(C)C)F